O1C(=COCC1)C1=NC(=CC(=N1)C=1N=NN(C1)C1=C(C=C(C=C1)NS(=O)(=O)CCO)N1CCC2(CC2)CC1)C N-(4-(4-(2-(5,6-dihydro-1,4-dioxin-2-yl)-6-methylpyrimidin-4-yl)-1H-1,2,3-triazol-1-yl)-3-(6-azaspiro[2.5]octan-6-yl)phenyl)-2-hydroxyethane-1-sulfonamide